(1r,3r)-3-(2-(trifluoromethyl)-1H-benzo[d]imidazol-1-yl)cyclobutan-1-ol FC(C1=NC2=C(N1C1CC(C1)O)C=CC=C2)(F)F